[Si](C)(C)(C(C)(C)C)OCCCOC1=C(C=CC=C1)O 3-((tert-butyldimethylsilyl)oxy)propoxyphenol